(1R,2R)-2-[(6-benzyl-4-chloro-5,6,7,8-tetrahydropyrido[3,4-d]pyridazin-1-yl)amino]cyclohexan-1-ol C(C1=CC=CC=C1)N1CC2=C(N=NC(=C2CC1)N[C@H]1[C@@H](CCCC1)O)Cl